diisopropylammonium tetrakis(pentafluorophenyl)borate ethyl-4-(methylamino)-piperidine-1-carboxylate C(C)OC(=O)N1CCC(CC1)NC.FC1=C(C(=C(C(=C1[B-](C1=C(C(=C(C(=C1F)F)F)F)F)(C1=C(C(=C(C(=C1F)F)F)F)F)C1=C(C(=C(C(=C1F)F)F)F)F)F)F)F)F.C(C)(C)[NH2+]C(C)C